{4-[5-(2-morpholin-4-ylethoxyl)benzimidazol-1-yl]phenyl}amid N1(CCOCC1)CCOC1=CC2=C(N(C=N2)C2=CC=C(C=C2)[NH-])C=C1